FOC=1C(=C(C=C(C(=O)[O-])C1)OF)OF trifluorogallate